2-methylpropan-2-yl 3-[5-(5-{[(4-fluorophenyl)amino]methyl}-1,3,4-oxadiazol-2-yl)pyrimidin-2-yl]tetrahydropyrrole-1-carboxylate FC1=CC=C(C=C1)NCC1=NN=C(O1)C=1C=NC(=NC1)C1CN(CC1)C(=O)OC(C)(C)C